Antimony(III) Chloride [Sb](Cl)(Cl)Cl